FC=1C=CC2=C(OCC(N2C=2C=NC=3CCN(CC3C2)C=2C(=CC=3N(N2)C(C=CN3)=O)C)C)C1 7-(3-(7-fluoro-3-methyl-2,3-dihydro-4H-benzo[b][1,4]oxazin-4-yl)-7,8-dihydro-1,6-naphthyridin-6(5H)-yl)-8-methyl-4H-pyrimido[1,2-b]pyridazin-4-one